COC1=CC=C(CSC=2C=C(C(N(C2)C)=O)C#N)C=C1 5-((4-methoxybenzyl)thio)-1-methyl-2-oxo-1,2-dihydropyridine-3-carbonitrile